C(C=C)N1N(C2=NC(=NC=C2C1=O)NC=1C=C(C=CC1)C)C1=NC(=CC=C1)OC1CCNCC1 2-allyl-1-(6-(piperidin-4-yloxy)pyridin-2-yl)-6-(m-tolylamino)-1,2-dihydro-3H-pyrazolo[3,4-d]pyrimidin-3-one